hydroxy-4'-(3-methyl-2-butenyloxy)acetophenone OCC(=O)C1=CC=C(C=C1)OCC=C(C)C